N-(1-(2-oxabicyclo[2.1.1]hexan-5-yl)-1H-pyrazol-4-yl)-5-(pyridin-2-yl)isoxazole-3-carboxamide C12OCC(C1N1N=CC(=C1)NC(=O)C1=NOC(=C1)C1=NC=CC=C1)C2